ClC1=NC(=C2N=CN(C2=N1)[C@H]1[C@]([C@@H]([C@H](O1)COP(=O)(O)CP(O)(O)=O)O)(C)O)NC1CCCC1 [({[(2R,3R,4R,5R)-5-[2-chloro-6-(cyclopentylamino)-9H-purin-9-yl]-3,4-dihydroxy-4-methyloxolan-2-yl]methoxy}(hydroxy)phosphoryl)methyl]phosphonic acid